2-(4-fluorophenyl)-3-hydroxy-7-methoxy-4H-chromen-4-one FC1=CC=C(C=C1)C=1OC2=CC(=CC=C2C(C1O)=O)OC